1-(5-(((1S,4S)-5-diphenylmethyl-2,5-diazabicyclo[2.2.1]heptane-2-yl)methyl)-1-oxoisoindolin-2-yl)dihydropyrimidine-2,4(1H,3H)-dione C1(=CC=CC=C1)C(N1[C@@H]2CN([C@H](C1)C2)CC=2C=C1CN(C(C1=CC2)=O)N2C(NC(CC2)=O)=O)C2=CC=CC=C2